[Si](C)(C)(C(C)(C)C)[NH-] TBDMSamide